C(C1=CC=CC=C1)OC(=O)NC(C(=O)O)CNC(=O)OC(C)(C)C 2-(((benzyloxy)carbonyl)amino)-3-((tert-butoxycarbonyl)amino)propionic acid